BrC=1C=2N(C=C(C1)C(C)F)C=C(N2)\C=N\[S@](=O)C(C)(C)C (R)-N-((E)-(8-bromo-6-(1-fluoroethyl)imidazo[1,2-a]pyridin-2-yl)methylene)-2-methylpropane-2-sulfinamide